1-[4-(2,3-Dimethylphenyl)piperazin-1-yl]-2-{3-[4-(1H-pyrazol-3-yl)piperidin-1-carbonyl]-5,6-dihydrocyclopenta[c]pyrazol-1(4H)-yl}ethan-1-on CC1=C(C=CC=C1C)N1CCN(CC1)C(CN1N=C(C2=C1CCC2)C(=O)N2CCC(CC2)C2=NNC=C2)=O